FC=1C=CC=C2C(=C(NC12)O)N=NC(=S)NC1=CC=C(C=C1)F 1-[(7-fluoro-2-hydroxy-1H-indol-3-yl)imino]-3-(4-fluorophenyl)thiourea